3-(4-(Piperazin-1-yl)phenyl)piperidine-2,6-dione N1(CCNCC1)C1=CC=C(C=C1)C1C(NC(CC1)=O)=O